3-((2,6-dichloropyridin-4-yl)oxy)-1-((tetrahydro-2H-pyran-4-yl)methyl)-1H-pyrrole-2,5-dione ClC1=NC(=CC(=C1)OC=1C(N(C(C1)=O)CC1CCOCC1)=O)Cl